COCOC=1C=C(C=CC1B1OC(C(O1)(C)C)(C)C)N1N=CC(=C1)C 1-[3-(methoxymethoxy)-4-(4,4,5,5-tetramethyl-1,3,2-dioxaborolan-2-yl)phenyl]-4-methylpyrazole